Cl.ClC1=CC=C(C=C1)C1(CNC1)OC([2H])([2H])[2H] 3-(4-chlorophenyl)-3-(methoxy-d3)azetidine hydrochloride